(Ethyl)(5-(3-(dimethylamino)propanamido)benzo[b]selenophene-2-carboxylate) C(C)OC(=O)C1=CC2=C([Se]1)C=CC(=C2)NC(CCN(C)C)=O